tert-butyl (6-(3-(5-oxo-1-(2-oxo-1,2-dihydroquinolin-8-yl)-4,5-dihydro-1H-1,2,4-triazol-3-yl)piperidin-1-yl)spiro[3.3]heptan-2-yl)carbamate O=C1NC(=NN1C=1C=CC=C2C=CC(NC12)=O)C1CN(CCC1)C1CC2(CC(C2)NC(OC(C)(C)C)=O)C1